N-(2-chloro-3-(7-chloro-2,4-dioxa-1,2-dihydropteridine-3(4H)-yl)phenyl)-2-hydroxy-4-oxa-6,7,8,9-tetrahydro-4H-pyrido[1,2-a]pyrimidine-3-carboxamide ClC1=C(C=CC=C1N1ONC2=NC(=CN=C2O1)Cl)NC(=O)C1=C(N=C2N(O1)CCCC2)O